NC=1C=C(C(=O)[O-])C=CC1O 3-AMINO-4-HYDROXYBENZOATE